7-(1-(cyclohexylmethyl)-1H-pyrazol-4-yl)-3-iodoimidazo[1,2-a]pyridine-8-carboxylic acid methyl ester COC(=O)C=1C=2N(C=CC1C=1C=NN(C1)CC1CCCCC1)C(=CN2)I